SCCCSCC1SCC(SC1)CSCCCS 2,5-di-(mercaptopropylthiomethyl)-1,4-dithiane